FC1=C(C=C(C2=C1CC(O2)(C)CI)\C(\C)=N\[S@](=O)C(C)(C)C)F (R)-N-((E)-1-(4,5-difluoro-2-(iodomethyl)-2-methyl-2,3-dihydrobenzofuran-7-yl)ethylidene)-2-methylpropane-2-sulfinamide